[Na+].C(CCCCCCCCCCC)N[C@@H](C)C(=O)[O-] laurylalanine sodium salt